ClC1=C(C(=O)N2COC3=C(C2)C=CC=C3C3=CC(=C(C(=O)O)C=C3F)N3CCOCC3)C(=CC(=C1)OCCCN1CCOCC1)Cl 4-[3-[2,6-Dichloro-4-(3-morpholin-4-ylpropoxy)benzoyl]-2,4-dihydro-1,3-benzoxazin-8-yl]-5-fluoro-2-morpholin-4-ylbenzoic acid